CS(=O)(=O)C1=CC=C(C=C1)S(=O)(=O)N1CC2(C3=CC=CC=C13)CCCC2 1'-(4-methanesulfonylbenzenesulfonyl)-1',2'-dihydrospiro[cyclopentane-1,3'-indole]